fluoro-N-(5-silaspiro[4.5]decan-8-yl)-1H-pyrrolo[2,3-c]pyridine-2-carboxamide FN1C(=CC=2C1=CN=CC2)C(=O)NC2CC[Si]1(CCCC1)CC2